C1(CCCCC1)NC1=CC=C(C=N1)C=1C(=CC(=C(C1)NC(=O)C1=CNC(C=C1C(F)(F)F)=O)N1CCN(CC1)C)F N-[5-[6-(cyclohexylamino)pyridin-3-yl]-4-fluoro-2-(4-methylpiperazin-1-yl)phenyl]-6-oxo-4-(trifluoromethyl)-1H-pyridine-3-carboxamide